N1=CC=CC(=C1)O Pyridine-5-ol